[5-[(2,6-dioxo-3-piperidyl)amino]-2-(4-piperidyl)phenyl] methanesulfonate CS(=O)(=O)OC1=C(C=CC(=C1)NC1C(NC(CC1)=O)=O)C1CCNCC1